(R)-N-(3-(1-((2-amino-5-(1-cyclopropyl-1H-pyrazol-4-yl)pyridin-3-yl)oxy)ethyl)phenyl)-4-(methylthio)benzamide NC1=NC=C(C=C1O[C@H](C)C=1C=C(C=CC1)NC(C1=CC=C(C=C1)SC)=O)C=1C=NN(C1)C1CC1